2-chloro-5-(3-chlorophenoxy)-N-[2-(2,4-dichlorophenyl)ethyl]pyridine-4-carboxamide ClC1=NC=C(C(=C1)C(=O)NCCC1=C(C=C(C=C1)Cl)Cl)OC1=CC(=CC=C1)Cl